O=C1NC(CCC1N1C(C2=CC=C(C=C2C1)C1=NC=CC(=C1)CN(C)CC1=CC=C(C(=O)OC)C=C1)=O)=O methyl 4-((((2-(2-(2,6-dioxopiperidin-3-yl)-1-oxoisoindolin-5-yl)pyridin-4-yl)methyl)(methyl)amino)methyl)benzoate